2-Cyclopropyl-5-(ethylsulfonyl)-1-methyl-1H-imidazole-4-carboxylic acid C1(CC1)C=1N(C(=C(N1)C(=O)O)S(=O)(=O)CC)C